3-(5-fluoropyrimidin-2-yl)-3-methoxy-5,5-dimethyl-6-oxocyclohex-1-ene-1-carbonitrile FC=1C=NC(=NC1)C1(C=C(C(C(C1)(C)C)=O)C#N)OC